tert-Butyl N-[2-[2-[[tert-butyl(dimethyl)silyl]oxymethyl]-7-fluoro-indan-5-yl]oxyethyl]carbamate [Si](C)(C)(C(C)(C)C)OCC1CC2=C(C=C(C=C2C1)OCCNC(OC(C)(C)C)=O)F